(3aR,5s,6aS)-2-((6-oxaspiro[2.5]octan-1-yl)methyl-d2)-N-(6-(2,3,5-trifluorophenyl)pyridazin-3-yl)octahydrocyclopenta[c]pyrrol-5-amine C1(CC12CCOCC2)C(N2C[C@@H]1[C@H](C2)CC(C1)NC=1N=NC(=CC1)C1=C(C(=CC(=C1)F)F)F)([2H])[2H]